lithio 5-{2'-chloro-5'-methoxy-6-methyl-[4,4'-bipyridine]-3-amido}-1,3,4-thiadiazole-2-carboxylate ClC1=NC=C(C(=C1)C1=C(C=NC(=C1)C)C(=O)NC1=NN=C(S1)C(=O)O[Li])OC